6-(4-Chlorophenyl)-2-(5-methylpyridin-3-yl)-3-oxo-2,3-dihydropyridazine-4-carboxylic acid ClC1=CC=C(C=C1)C=1C=C(C(N(N1)C=1C=NC=C(C1)C)=O)C(=O)O